N-((2-(6-(2-(hydroxymethyl)pyrrolidin-1-yl)pyridin-2-yl)-1,6-naphthyridin-7-yl)methyl)-4-methyl-3-(methylsulfonyl)benzamide OCC1N(CCC1)C1=CC=CC(=N1)C1=NC2=CC(=NC=C2C=C1)CNC(C1=CC(=C(C=C1)C)S(=O)(=O)C)=O